(NE)-N-(dimethylaminomethylene)-1-(trifluoromethyl)cyclopropanecarboxamide CN(C)\C=N\C(=O)C1(CC1)C(F)(F)F